CC1C(=NOC1(C)C)S(=O)(=O)C=1C(=NN(C1OC(F)F)C)C(F)(F)F [5-(difluoromethoxy)-1-methyl-3-(trifluoromethyl)-1H-pyrazol-4-yl] methyl-4,5-dihydro-5,5-dimethylisoxazol-3-yl sulfone